tert-butyl ((1-(4-(((2S,4R)-2-methyl-1-propionyl-1,2,3,4-tetrahydroquinolin-4-yl)amino)phenyl)-1H-1,2,3-triazol-4-yl)methyl)carbamate C[C@@H]1N(C2=CC=CC=C2[C@@H](C1)NC1=CC=C(C=C1)N1N=NC(=C1)CNC(OC(C)(C)C)=O)C(CC)=O